CC(=CC=O)C 3-methylcrotonaldehyde